(2R)-2-(3-{5-chloro-2-[(1-methyl-1H-1,2,3-triazol-4-yl)amino]pyrimidin-4-yl}-5-oxo-5H,6H,7H-pyrrolo[3,4-b]pyridin-6-yl)-N-[(1S)-1-(3-fluoro-5-methoxyphenyl)-2-hydroxyethyl]propanamide ClC=1C(=NC(=NC1)NC=1N=NN(C1)C)C=1C=C2C(=NC1)CN(C2=O)[C@@H](C(=O)N[C@H](CO)C2=CC(=CC(=C2)OC)F)C